(R)-2-((tert-butoxycarbonyl)amino)glutaric acid C(C)(C)(C)OC(=O)N[C@@H](C(=O)O)CCC(=O)O